2-(4-fluorophenyl)-3-iodo-6-(trifluoromethyl)-6,7-dihydro-4H-pyrazolo[5,1-c][1,4]oxazine FC1=CC=C(C=C1)C1=NN2C(COC(C2)C(F)(F)F)=C1I